C1(CCCCC1)NC(=O)C1=CC=CN2C1=NC1=CC=C(C=C1C2=O)OC N-cyclohexyl-2-methoxy-11-oxo-11H-pyrido[2,1-b]quinazoline-6-carboxamide